(S)-2-Amino-3-(2-cyanophenyl)-N-(2-ethynylthiazol-4-yl)propenamide NC(C(=O)NC=1N=C(SC1)C#C)=CC1=C(C=CC=C1)C#N